FC(CN1N=CC(=C1C)C1=C(C(=C(C=C1)C=1N=C(N(C1)C)C(=O)N)F)F)F 4-[1-(2,2-difluoroethyl)-5-methyl-pyrazol-4-yl-2,3-difluoro-phenyl]-1-methyl-imidazole-2-carboxamide